1,3,5-tris(3,5-di-tert-butyl-4-hydroxybenzyl)1,3,5-triazine-2,4,6(1H,3H,5H)-trione C(C)(C)(C)C=1C=C(CN2C(N(C(N(C2=O)CC2=CC(=C(C(=C2)C(C)(C)C)O)C(C)(C)C)=O)CC2=CC(=C(C(=C2)C(C)(C)C)O)C(C)(C)C)=O)C=C(C1O)C(C)(C)C